BrC=1C=C(C=C(C1F)C=1C(=NN(C1C)C)C)N(S(=O)(=O)CC)C N-(3-bromo-4-fluoro-5-(1,3,5-trimethyl-1H-pyrazol-4-yl)phenyl)-N-methylethanesulfonamide